3-bromo-4-fluoro-N,N-dimethyl-benzenesulfonamide BrC=1C=C(C=CC1F)S(=O)(=O)N(C)C